C[C@H]1[C@@H](CC[C@@]2(CC[C@]3([C@@]4(CC[C@@H]5[C@](CC=6C=CC=NC6C5(C)C)([C@H]4CC=C3[C@H]12)C)C)C)C(=O)O)C (1S,2R,4aS,6aS,6bR,8aR,14aR,14bR,16bS)-1,2,3,4,4a,5,6,6a,6b,7,8,8a,9,14,14a,14b,15,16b-octadecahydro-1,2,6a,6b,9,9,14a-heptamethylchryseno[1,2-g]quinoline-4a-carboxylic acid